C(CCCCC(=O)OCC(C)C)(=O)OCC(C)C diisobutyl adipate